3-(thiophen-2-yl)quinoline S1C(=CC=C1)C=1C=NC2=CC=CC=C2C1